ClC1=NC=CC(=N1)C=1CN(CC1)C(=O)OC(C)(C)C tert-butyl 3-(2-chloropyrimidin-4-yl)-2,5-dihydropyrrole-1-carboxylate